C(C1=CC=CC=C1)OC1=C(C=C2C=NN(C2=C1F)C1=CC=C(C=C1)C=1CCN(CC1)CC)F 6-(benzyloxy)-1-(4-(1-ethyl-1,2,3,6-tetrahydropyridin-4-yl)phenyl)-5,7-difluoro-1H-indazole